2,6-dimethyl-9,10-bis(isobutoxycarbonyl)anthracene CC1=CC2=C(C3=CC=C(C=C3C(=C2C=C1)C(=O)OCC(C)C)C)C(=O)OCC(C)C